(6-(3-Cyclopropylbenzyl)-2-azaspiro[3.3]heptan-2-yl)((1s,3s)-3-hydroxy-3-methylcyclobutyl)methanone C1(CC1)C=1C=C(CC2CC3(CN(C3)C(=O)C3CC(C3)(C)O)C2)C=CC1